(αs)-1,3-dihydro-α-methyl-1,3-dioxo-2H-isoindole-2-acetic acid C[C@@H](C(=O)O)N1C(C2=CC=CC=C2C1=O)=O